(R)-3-(2-cyano-2-methylpyrrolidine-1-carbonyl)-8-methoxy-1-(thiophen-2-yl)-5,6-dihydroimidazo[5,1-a]isoquinoline-9-carboxylic acid C(#N)[C@@]1(N(CCC1)C(=O)C1=NC(=C2N1CCC1=CC(=C(C=C21)C(=O)O)OC)C=2SC=CC2)C